Cl.FC([C@H](N)C1=NC=CC=C1)(F)F (R)-2,2,2-trifluoro-1-(pyridin-2-yl)ethan-1-amine hydrochloride